(3S,4S)-8-(8-{[3-chloro-2-(3-methanesulfonylazetidin-1-yl)pyridin-4-yl]sulfanyl}imidazo[1,2-c]pyrimidin-5-yl)-3-methyl-2-oxa-8-azaspiro[4.5]decan-4-amine ClC=1C(=NC=CC1SC=1C=2N(C(=NC1)N1CCC3([C@@H]([C@@H](OC3)C)N)CC1)C=CN2)N2CC(C2)S(=O)(=O)C